N,N'-(diphenyl)-p-phenylenediamine C1(=CC=CC=C1)NC1=CC=C(C=C1)NC1=CC=CC=C1